bis(4-glycidoxyphenyl)methane C(C1CO1)OC1=CC=C(C=C1)CC1=CC=C(C=C1)OCC1CO1